propyl 4-(5,6-dimethoxybenzo[b]thiophen-2-yl)-4-oxobutanoate COC1=CC2=C(SC(=C2)C(CCC(=O)OCCC)=O)C=C1OC